FC1(CC(C1)N1C(=NC2=NC=C(C=C21)C=2C=CN1N=C(N=CC12)NC1CCC(CC1)N)C)F N1-(5-(1-(3,3-difluorocyclobutyl)-2-methyl-1H-imidazo[4,5-b]pyridin-6-yl)pyrrolo[2,1-f][1,2,4]triazin-2-yl)cyclohexane-1,4-diamine